CC1(OC2=C(C1)C=C(C(=C2)N2C[C@@H]1C([C@@H]1C2)C(NC)=O)NC(=O)C=2C=NN1C2N=CC=C1)C N-[2,2-dimethyl-6-[(1S,5R)-6-(methylcarbamoyl)-3-azabicyclo[3.1.0]hexan-3-yl]-3H-benzofuran-5-yl]pyrazolo[1,5-a]pyrimidine-3-carboxamide